1-(1-butenyl)cyclopentanol C(=CCC)C1(CCCC1)O